ClC=1C2=C(C3=C(CNS(N3)(=O)=O)C1)NC=C2C#N 6-chloro-2,2-dioxo-1,3,4,9-tetrahydropyrrolo[3,2-h][2,1,3]benzothiadiazine-7-carbonitrile